C(C)(C)(C)OC(=O)N[C@@H]([C@H](OCC1=CC=C(C=C1)F)C)C(=O)O N-(tert-butoxycarbonyl)-O-(4-fluorobenzyl)-L-threonine